tris(dimethylamino)(4-isopropenylphenyl)silane CN(C)[Si](C1=CC=C(C=C1)C(=C)C)(N(C)C)N(C)C